(benzanthracenyl)(naphthobenzofuranyl)anthracene C1(=CC=CC=2C=CC=3C=C4C=CC=CC4=CC3C21)C2=C(C1=CC3=CC=CC=C3C=C1C=C2)C2=COC=1C2=CC=C2C1C=CC1=CC=CC=C12